FC1=CC=C(C=C1)N1N=C(C=C(C1=O)C(=O)N)C 2-(4-fluorophenyl)-6-methyl-3-oxopyridazine-4-carboxamide